2-[6-iodo-1-oxo-4-(trifluoromethyl)isoindolin-2-yl]-N-thiazol-2-yl-acetamide IC1=CC(=C2CN(C(C2=C1)=O)CC(=O)NC=1SC=CN1)C(F)(F)F